Racemic-2-methoxy-5-(2-((2R,5S)-5-methyl-2-(2-(2-methyl-2-azabicyclo[2.2.1]heptan-4-yl)benzo[d]thiazol-5-yl)piperidin-1-yl)-2-oxoacetamido)nicotinamide COC1=C(C(=O)N)C=C(C=N1)NC(C(=O)N1[C@H](CC[C@@H](C1)C)C=1C=CC2=C(N=C(S2)C23CN(C(CC2)C3)C)C1)=O